(2-chloropyrimidin-5-yl)methanamine hydrogen chloride salt Cl.ClC1=NC=C(C=N1)CN